C1(CCCCC1)NC=1C=C2CCN3C(C2=CC1)=CC(=NC3=O)OC[C@H]3OCCOC3 9-Cyclohexylamino-2-((S)-1-[1,4]dioxan-2-ylmethoxy)-6,7-dihydro-pyrimido[6,1-a]isoquinolin-4-one